4-[[(2R,3s,4r,5s)-3-(3,4-difluoro-2-methoxy-phenyl)-4,5-dimethyl-5-(trifluoromethyl)tetrahydrofuran-2-carbonyl]amino]-6-fluoro-pyridine-2-carboxamide FC=1C(=C(C=CC1F)[C@H]1[C@@H](O[C@@]([C@@H]1C)(C(F)(F)F)C)C(=O)NC1=CC(=NC(=C1)F)C(=O)N)OC